O1C2=C(OCC1)C=C(C=C2)C2=C(C=CC=C2)B(O)O 2,3-dihydrobenzo[b][1,4]dioxin-6-yl-phenylboronic acid